2-benzylamino-2-(4-fluorophenyl)acetonitrile C(C1=CC=CC=C1)NC(C#N)C1=CC=C(C=C1)F